tryptophanoxylate N([C@@H](CC1=CNC2=CC=CC=C12)C(=O)O)C1=C(C(=C(C=C1)C(=O)[O-])C)C